O[C@@H](C)C=1NC(C=2SC(=C3OCCCC1C23)C=2C=NNC2)=O (S)-5-(1-hydroxyethyl)-1-(1H-pyrazol-4-yl)-4,6,7,8-tetrahydro-3H-9-oxa-2-thia-4-azabenzo[cd]azulen-3-one